C(#N)C1=NC(=NC=C1)N1CCC(CC1)C(=O)O 1-(4-cyanopyrimidin-2-yl)piperidine-4-carboxylic acid